C(C1=CC=CC=C1)OC=1C(=CC2=C(C(=C(O2)C)C(=O)OCC)C1)C ethyl 5-(benzyloxy)-2,6-dimethylbenzofuran-3-carboxylate